[Al+3].C(C)P([O-])(=O)CC.C(C)P([O-])(=O)CC.C(C)P([O-])(=O)CC (diethyl)phosphinic acid aluminum salt